4-((8,8-dimethyl-1-oxaspiro[4.5]decan-2-yl)oxy)butan-1-ol CC1(CCC2(CCC(O2)OCCCCO)CC1)C